C(CC)C=1NC=2C(=C3C(=NC2)NC=C3C(=O)N)N1 n-propyl-3,6-dihydroimidazo[4,5-d]pyrrolo[2,3-b]pyridine-8-carboxamide